C(C=O)C(C(CO)O)O The molecule is a hydroxyaldehyde that is pentanal carrying three hydroxy substituents at positions 3, 4 and 5. It is a deoxypentose, a hydroxyaldehyde and a triol. It derives from a hydride of a pentanal.